2-(1,2,4-triazol-3-yl)pyridine N1N=C(N=C1)C1=NC=CC=C1